2-fluoro-5-(trifluoroacetyl)-5,10-dihydro-11H-dibenzo[b,e][1,4]diazepin-11-one FC1=CC2=C(N(C3=C(NC2=O)C=CC=C3)C(C(F)(F)F)=O)C=C1